2-(2-(2-(diethylamino)ethylamino)ethoxy)-6,8-dimethylpyrimido[5,4-e][1,2,4]triazin-5,7(6H,8H)-dione C(C)N(CCNCCON1NC2=C(N=C1)C(N(C(N2C)=O)C)=O)CC